Cl.FC=1C=C(C=C(C1)F)N1CCC=CC1 (3,5-difluorophenyl)-1,2,3,6-tetrahydropyridine hydrochloride